N[N+]1=CC(=CC(=C1)OCC1=CC=CC=C1)Br 1-amino-3-bromo-5-benzyloxypyridin-1-ium